6-chloro-7-methoxy-1,2,3,4-tetrahydroquinoline ClC=1C=C2CCCNC2=CC1OC